ClC1=NN(C=C1C=1C(=NC(=NC1)C=1C(=NC=NC1OC)C1CC1)NCC1=C(C=C(C=C1)OC)OC)C 5-(3-chloro-1-methyl-1H-pyrazol-4-yl)-4'-cyclopropyl-N-(2,4-dimethoxybenzyl)-6'-methoxy-[2,5'-bipyrimidin]-4-amine